6-[5-bromo-2-(4-{2-[(3R,5S)-3,5-dimethylmorpholin-4-yl]-6-methoxypyrimidin-4-yl}-1H-1,2,3-triazol-1-yl)phenyl]-6-azaspiro[2.5]octane BrC=1C=CC(=C(C1)N1CCC2(CC2)CC1)N1N=NC(=C1)C1=NC(=NC(=C1)OC)N1[C@@H](COC[C@@H]1C)C